(3S,4R)-4-{[5-methyl-7-(2-methylpropyl)imidazo[4,3-f][1,2,4]triazin-2-yl]amino}oxan-3-ol CC=1N=C(N2N=C(N=CC21)N[C@H]2[C@@H](COCC2)O)CC(C)C